CC1=CC=CC(=N1)C1=NC=CC(=N1)NC1=NC(=NC=C1)NC1=CC=C(C=C1)CN1CC(C1)OCCO 2-[1-[[4-[[4-[[2-(6-methyl-2-pyridyl)pyrimidin-4-yl]amino]pyrimidin-2-yl]amino]phenyl]methyl]azetidin-3-yl]oxyethanol